ClC1=NC(=CC=2C1=CN(N2)C2OCCCC2)Cl 4,6-dichloro-2-(tetrahydro-2H-pyran-2-yl)-2H-pyrazolo[4,3-c]pyridine